C(C)(C)(C)OC(=O)N1C[C@@H]2COC3=C(CN2CC1)C=C(C(=C3F)Br)C#CCN(C)C (12aR)-9-bromo-8-[3-(dimethylamino)prop-1-yn-1-yl]-10-fluoro-3,4,12,12a-tetrahydro-6H-pyrazino[2,1-c][1,4]benzooxazepin-2(1H)-carboxylic acid tert-butyl ester